C(C)(C)(C)OC(=O)N[C@H](C#N)CC(C)C (2S,4S)-2-(t-Butoxycarbonylamino)-4-methylpentanenitrile